(cyclopent-1-en-1-yl)pyridin C1(=CCCC1)C1=NC=CC=C1